4-[4-chloro-6-(morpholin-4-yl)pyrimidin-2-yl]-1H-indole ClC1=NC(=NC(=C1)N1CCOCC1)C1=C2C=CNC2=CC=C1